ClCC1=NC(=NO1)C1=CC=CC=C1 5-chloromethyl-3-phenyl-1,2,4-oxadiazole